tert-Butyl (3-fluoro-5-(1-(pyridin-3-yl)-1H-pyrazol-4-yl)benzyl)carbamate FC=1C=C(CNC(OC(C)(C)C)=O)C=C(C1)C=1C=NN(C1)C=1C=NC=CC1